5-formylcytidine-5'-triphosphate P(O)(=O)(OP(=O)(O)OP(=O)(O)O)OC[C@@H]1[C@H]([C@H]([C@@H](O1)N1C(=O)N=C(N)C(=C1)C=O)O)O